C(C)NC(=S)OCC Ethyl-thiourethane